[N+](=O)([O-])C=1C=NN(C1)C1C(OCC1)=O 3-(4-nitro-1H-pyrazol-1-yl)dihydrofuran-2(3H)-one